CN1N=C(C2=CC=CC(=C12)N1CCC(CC1)CN1C[C@@H](NCC1)C)C1C(NC(CC1)=O)=O 3-(1-methyl-7-(4-(((S)-3-methylpiperazin-1-yl)methyl)piperidin-1-yl)-1H-indazol-3-yl)piperidine-2,6-dione